C1(CCCCC1)NC1=C2C(=NC(=N1)NC1=C(C=C(C=C1)N1CCOCC1)OC)NN=C2C=2OC=NN2 N4-cyclohexyl-N6-(2-methoxy-4-morpholinophenyl)-3-(1,3,4-oxadiazol-2-yl)-1H-pyrazolo[3,4-d]pyrimidine-4,6-diamine